CS(=O)(=O)OCCCCCCCCCCCCCCC#C[Si](C)(C)C 16-(Trimethylsilyl)hexadec-15-yn-1-yl methanesulfonate